ClC1=CN(C2=NC=CC(=C21)OC2=C(C=C(C=C2F)NC=2OCC[C@H](N2)C)F)COCC[Si](C)(C)C |r| (+/-)-N-{4-[(3-chloro-1-{[2-(trimethylsilyl)ethoxy]methyl}-1H-pyrrolo[2,3-b]pyridin-4-yl)oxy]-3,5-difluorophenyl}-4-methyl-5,6-dihydro-4H-1,3-oxazin-2-amine